1-(5-((2,6-dichlorobenzyl)oxy)-2,3-dihydro-1H-inden-1-yl)-4-methylpiperidine-4-carboxylic acid methyl ester COC(=O)C1(CCN(CC1)C1CCC2=CC(=CC=C12)OCC1=C(C=CC=C1Cl)Cl)C